ClC1=NC(=CC=C1CC=1C=NN(C1)CC)OC 2-chloro-3-[(1-ethyl-1H-pyrazol-4-yl)methyl]-6-methoxypyridine